N-(2,2-difluoropropyl)-5-(quinoxalin-6-yl)pyrrolo[2,1-f][1,2,4]triazin-2-amine FC(CNC1=NN2C(C=N1)=C(C=C2)C=2C=C1N=CC=NC1=CC2)(C)F